tridodecyl tristhiophosphite P(SCCCCCCCCCCCC)(SCCCCCCCCCCCC)SCCCCCCCCCCCC